N-(4-(4-(tert-butyl)phenyl)pyrrolo[1,2-a]quinoxalin-7-yl)-2-(dimethylamino)acetamide C(C)(C)(C)C1=CC=C(C=C1)C=1C=2N(C3=CC=C(C=C3N1)NC(CN(C)C)=O)C=CC2